6-(1-((1,3-dimethyl-1H-pyrazol-4-yl)sulfonyl)piperidin-4-yl)-7-fluoro-[1,2,4]triazolo[1,5-a]pyridine CN1N=C(C(=C1)S(=O)(=O)N1CCC(CC1)C=1C(=CC=2N(C1)N=CN2)F)C